C(#N)C=1C=C(COC2(COC2)C2=CC(=C(C=C2F)N=CN(C)CC)C)C=CC1 N'-(4-(3-((3-cyanobenzyl)oxy)oxetan-3-yl)-5-fluoro-2-methylphenyl)-N-ethyl-N-methylformimidamide